aluminum tritert-butoxide CC(C)(C)[O-].CC(C)(C)[O-].CC(C)(C)[O-].[Al+3]